methyl {4,6-diamino-2-[5-fluoro-1-(2-fluorobenzyl)-1H-pyrazolo[3,4-b]pyridine-3-yl]pyrimidin-5-yl}carbamate NC1=NC(=NC(=C1NC(OC)=O)N)C1=NN(C2=NC=C(C=C21)F)CC2=C(C=CC=C2)F